OC1(CCNCC1)COCCCCCCCC(=O)OC(C)(C)C tert-butyl 8-[(4-hydroxypiperidin-4-yl)methoxy]octanoate